ClC1=C(C(=CC=C1)F)CC(=O)NC1=CC(=NC=C1)N(C(C)=O)C1=CC=C(C=C1)F N-{4-[2-(2-chloro-6-fluorophenyl)acetamido]pyridin-2-yl}-N-(4-fluorophenyl)acetamide